N-(2-((2,5-dichloropyrimidin-4-yl)amino)phenyl)-N-methylethanesulfonamide ClC1=NC=C(C(=N1)NC1=C(C=CC=C1)N(S(=O)(=O)CC)C)Cl